OC[C@@H](CC(C)C)NC=1NC(/C(/N1)=C/C=1C=C2C=NNC2=CC1)=O (4Z)-2-[[(1R)-1-(hydroxymethyl)-3-methyl-butyl]amino]-4-(1H-indazol-5-ylmethylene)-1H-imidazol-5-one